OC1=C(C#N)C=CC=C1OCCCOCCCCCCCCCCCCCCCCCC 2-hydroxy-3-((octadecyloxy)propoxy)benzonitrile